OC1=C(C=C(C=C1C(C)(C)C)CCCOC(C(=C)C)=O)N1N=C2C(=N1)C=CC(=C2)Cl 2-(2'-hydroxy-5'-methacryloxypropyl-3'-tert-butyl-phenyl)-5-chlorobenzotriazole